4-((8-methyl-2,3-dihydro-1H-pyrido[2,3-b][1,4]oxazin-7-yl)amino)-N-(4-(4-(1-methylpiperidin-4-yl)piperazin-1-yl)phenyl)-2-oxo-1,2-dihydropyridine-3-carboxamide CC1=C(C=NC=2OCCNC21)NC2=C(C(NC=C2)=O)C(=O)NC2=CC=C(C=C2)N2CCN(CC2)C2CCN(CC2)C